4'-bromo-4-propylbiphenyl BrC1=CC=C(C=C1)C1=CC=C(C=C1)CCC